(6R)-17-amino-6-hydroxy-12-[(3-methoxyphenyl)methyl]-6,15-bis(trifluoromethyl)-19-oxa-3,4,12,18-tetrazatricyclo[12.3.1.12,5]nonadeca-1(18),2,4,14,16-pentaen-13-one NC1=CC(=C2C(N(CCCCC[C@@](C3=NN=C(C1=N2)O3)(C(F)(F)F)O)CC3=CC(=CC=C3)OC)=O)C(F)(F)F